5-(8-chloroindolizine-2-carbonyl)-N-{1-[(difluoromethoxy)methyl]cyclopropyl}-N,6-dimethyl-4H,5H,6H,7H-pyrazolo[1,5-a]pyrazine-3-carboxamide ClC1=CC=CN2C=C(C=C12)C(=O)N1CC=2N(CC1C)N=CC2C(=O)N(C)C2(CC2)COC(F)F